3-ethoxyisothiazol-4-amine C(C)OC1=NSC=C1N